Di-n-hexyl-ε-caprolacton C(CCCCC)C1(C(=O)OCCCC1)CCCCCC